Cl.FC(OC1=CC2=C(N=C(O2)C=2C(=C(C=CC2)C2=C(C(=CC=C2)C2=CC(=C(C(=C2)OC)CN2CCCC2)OC)C)C)C=C1CN1[C@@H](CCC1)C(=O)O)F ((6-(difluoromethoxy)-2-(3'',5''-dimethoxy-2,2'-dimethyl-4''-(pyrrolidin-1-ylmethyl)-[1,1':3',1''-terphenyl]-3-yl)benzo[d]oxazol-5-yl)methyl)-L-proline hydrochloride